N-(2-(benzyloxy)ethyl)-N-methyl-1H-imidazole-1-sulfonamide C(C1=CC=CC=C1)OCCN(S(=O)(=O)N1C=NC=C1)C